ethyl 1-((tert-butoxycarbonyl)amino)-3-fluoro-4-(((trifluoromethyl)sulfonyl)oxy)cyclopentane-1-carboxylate C(C)(C)(C)OC(=O)NC1(CC(C(C1)OS(=O)(=O)C(F)(F)F)F)C(=O)OCC